2-chloro-N-(4-chloro-3-(pyridin-2-yl)phenyl)-N4-((6-methylpyridin-2-yl)methyl)-terephthalamide ClC1=C(C(=O)NC2=CC(=C(C=C2)Cl)C2=NC=CC=C2)C=CC(=C1)C(=O)NCC1=NC(=CC=C1)C